FC=1C=C(CN2CCNCC2)C=CC1F 1-(3,4-difluorobenzyl)piperazine